3-(3,5-dimethyl-4-pivaloyloxyphenyl)-5,7-di-tert-butylbenzofuran-2-one CC=1C=C(C=C(C1OC(C(C)(C)C)=O)C)C1C(OC2=C1C=C(C=C2C(C)(C)C)C(C)(C)C)=O